1,2,3,4,6-penta-O-{3,4-dihydroxy-5-[(3,4,5-trihydroxybenzoyl)oxy]benzoyl}-D-glucopyranose OC=1C=C(C(=O)OC2[C@H](OC(C3=CC(=C(C(=C3)OC(C3=CC(=C(C(=C3)O)O)O)=O)O)O)=O)[C@@H](OC(C3=CC(=C(C(=C3)OC(C3=CC(=C(C(=C3)O)O)O)=O)O)O)=O)[C@H](OC(C3=CC(=C(C(=C3)OC(C3=CC(=C(C(=C3)O)O)O)=O)O)O)=O)[C@H](O2)COC(C2=CC(=C(C(=C2)OC(C2=CC(=C(C(=C2)O)O)O)=O)O)O)=O)C=C(C1O)OC(C1=CC(=C(C(=C1)O)O)O)=O